4-((1-(3-(difluoromethyl)-2-fluorophenyl)ethyl)amino)-7-methoxy-2-methylquinoline FC(C=1C(=C(C=CC1)C(C)NC1=CC(=NC2=CC(=CC=C12)OC)C)F)F